C(C)(C)(C)C1=CC(=CC=2N=C(OC21)C=2C=C(C=CC2)C2=C(C=C(C=C2)F)C2=NN=CN2C)C=O 7-(tert-Butyl)-2-(4'-fluoro-2'-(4-methyl-4H-1,2,4-triazol-3-yl)-[1,1'-biphenyl]-3-yl)benzo[d]oxazole-5-carbaldehyde